N-(pyridin-3-ylmethyl)-7-azaspiro[4.5]decane-7-carboxamide N1=CC(=CC=C1)CNC(=O)N1CC2(CCCC2)CCC1